methyl (2S)-6-[[(1R,3R)-3-ethoxycarbonylcyclohexyl]amino]-2-methyl-5-nitro-3,4-dihydro-2H-quinoline-1-carboxylate C(C)OC(=O)[C@H]1C[C@@H](CCC1)NC=1C(=C2CC[C@@H](N(C2=CC1)C(=O)OC)C)[N+](=O)[O-]